N1=CC=C(C=C1)CC(=O)N[C@@H](CC(N)=O)C(=O)O N2-(pyridin-4-ylacetyl)-L-asparagine